C(#N)C=1C=C(C=CC1)C[C@H](C(=O)O)O (2R)-3-(3-cyanophenyl)-2-hydroxypropionic acid